ClC1=NC=CC(=N1)C1=NC2=CC=CC=C2N=C1 2-(2-Chloropyrimidin-4-yl)quinoxaline